C(C1=CC=CC=C1)OC(=O)N1CCC(CC1)C1=NC(=C(C(=C1)Cl)C#N)C1=CC=C(C=C1)Br 4-(6-(4-bromophenyl)-4-chloro-5-cyanopyridin-2-yl)piperidine-1-carboxylic acid benzyl ester